N-(2-fluoropyridin-4-yl)-6-(1H-imidazol-1-yl)picolinamide FC1=NC=CC(=C1)NC(C1=NC(=CC=C1)N1C=NC=C1)=O